ClC=1C=C(C2=C(CC(O2)(C)C)C1)COC1=C(C(=C(C=C1)CCC(=O)NC)C)C 3-(4-((5-chloro-2,2-dimethyl-2,3-dihydrobenzofuran-7-yl)methoxy)-2,3-dimethylphenyl)-N-methylpropanamide